methyl 2-(4-(2H-tetrazol-5-yl)phenyl)-2-(3,3-difluorocyclopentyl)acetate N=1NN=NC1C1=CC=C(C=C1)C(C(=O)OC)C1CC(CC1)(F)F